N(=O)[O-].[Al+3].N(=O)[O-].N(=O)[O-] Aluminum Nitrite